1-[2-carboxy-6-(2-phenylethynyl)phenyl]pyrrolidine C(=O)(O)C1=C(C(=CC=C1)C#CC1=CC=CC=C1)N1CCCC1